2-[4-[[[5-fluoro-6-[methyl-[[3-(trifluoromethyl)phenyl]methyl]amino]pyrimidin-4-yl]amino]methyl]phenyl]acetamide FC=1C(=NC=NC1N(CC1=CC(=CC=C1)C(F)(F)F)C)NCC1=CC=C(C=C1)CC(=O)N